CC(C)C1=C2CC[C@H]3[C@@](CCC[C@@]3(C2=C(C=C1)O)C)(C)C=O The molecule is an abietane diterpenoid that is podocarpa-8,11,13-triene substituted by a propan-2-yl group at position 14, a hydroxy group at position 11 and a formyl group at position 16. It is isolated from Podocarpus latifolius. It has a role as a metabolite. It is an abietane diterpenoid, a member of phenols and an aldehyde.